C(C)N1C2=NC(=NC(=C2N=C1C1=CC=NC=C1)N1CCOCC1)C=1C=C(C=CC1)N1C(COCC1)=O 4-[3-[9-ethyl-6-morpholino-8-(4-pyridyl)purin-2-yl]phenyl]morpholin-3-one